[Cl-].[Cl-].CC(C1=CC=CC=C1)=[Zr+2](C1C(=CC2=CC=CC=C12)C)C1C(=CC2=CC=CC=C12)C (methyl)(phenyl)methylenebis(2-methylindenyl)zirconium dichloride